C(C)(=O)C1=CC(=C2C=CC=NC2=C1)C1(CC1)NC(C1=C(C=CC(=C1)OC[C@H]1N(CC1)C)C)=O (s)-N-(1-(7-Acetylquinolin-5-yl)cyclopropyl)-2-methyl-5-((1-methylazetidin-2-yl)methoxy)benzamide